3,5-dimethyl-anisole CC=1C=C(C=C(C1)C)OC